Ethyl 2-((tert-butoxycarbonyl)amino)-6-(((tert-butyldimethylsilyl)oxy)methyl)-7-oxo-6-phenyl-4,5,6,7-tetrahydrobenzo[b]thiophene-3-carboxylate C(C)(C)(C)OC(=O)NC1=C(C2=C(S1)C(C(CC2)(C2=CC=CC=C2)CO[Si](C)(C)C(C)(C)C)=O)C(=O)OCC